C(C)N1OC[C@H](C1=O)NC(C1=C(C=CC=C1)C)=O N-[(4R)-2-ethyl-3-oxoisoOxazolidin-4-yl]-2-methylbenzamide